ClC1=CC(=C(C=C1)[C@]1(OC(C2=C(O1)C=CC=C2)C2CCN(CC2)CC2=NC1=C(N2C[C@H]2OCC2)SC(=C1)C(=O)O)C)F 2-((4-((S)-2-(4-chloro-2-fluorophenyl)-2-methylbenzo[d][1,3]dioxan-4-yl)piperidin-1-yl)methyl)-3-(((S)-oxetan-2-yl)methyl)-3H-thieno[2,3-d]imidazole-5-carboxylic acid